ClC1=C2C(=NC=C1)NC(=C2)C2=NC=CC=C2 4-chloro-2-(pyridin-2-yl)-1H-pyrrolo[2,3-b]pyridine